CCC(C(=O)O)(C)C1=C(C=CC(=C1)O)O methyl-2-(2,5-dihydroxyphenyl)-2-methylpropanoic acid